[Si](OCCCCCC)(OCCCCCC)(OCCCCCC)OCCCCCC tetrahexyl orthosilicate